2-[6-(3-aminoazetidin-1-yl)-1-methyl-1H-indazol-4-yl]-N-ethyl-5-fluoro-N-(isopropyl)benzamide NC1CN(C1)C1=CC(=C2C=NN(C2=C1)C)C1=C(C(=O)N(C(C)C)CC)C=C(C=C1)F